BrC1=C(N)C(=CC=C1)C(F)(F)F 2-bromo-6-(trifluoromethyl)aniline